C1(CCCCC1)N1C=NC(=C1C1=NC(=NC=C1)NC1CC1)C1=CC=C(C=C1)F 4-(1-Cyclohexyl-4-(4-fluorophenyl)-1H-imidazol-5-yl)-N-cyclopropylpyrimidin-2-amine